Cl.CC=1C=C(C=C(C1)C)NC1N(C(=NC(=N1)N)N1CCCC1)C1=CC=C(C=C1)OC N-(3,5-dimethylphenyl)-N1-(4-methoxyphenyl)-6-pyrrolidin-1-yl-[1,3,5]triazine-2,4-diamine hydrochloride